NC=1C=C(C=CC1F)C(CCC1CC1)=NS(=O)C(C)(C)C N-(1-(3-amino-4-fluorophenyl)-3-cyclopropylpropylidene)-2-methylpropane-2-sulfinamide